C(C1=CC=CC=C1)(=O)NS(=O)(=O)OCC(F)(F)F Benzoyl-(2,2,2-Trifluoroethoxy)Sulfonamide